6-chloro-1-(2-chlorophenyl)-4-(methylamino)thieno[3,2-d]pyrimidin-2(1H)-one ClC1=CC=2N(C(N=C(C2S1)NC)=O)C1=C(C=CC=C1)Cl